CN1C2=CC=CC=C2SC=2C=CC=CC12 10-methylphenothiazine